CC1([C@H](C1)C(=O)NC1=NC=C(C(=O)NOC)C(=C1)NC1=C(C=CC=C1)N(S(=O)(=O)C)C)C (S)-6-(2,2-dimethylcyclopropane-1-carboxamido)-N-methoxy-4-((2-(N-methyl-methanesulfonamido)phenyl)amino)nicotinamide